NC1=NC=2C=C(C(=CC2C2=C1C=NN2C)C(=O)N(C)[C@@H]2COCC1=NC=CC=C12)F 4-amino-N-((5S)-5,8-dihydro-6H-pyrano[3,4-b]pyridin-5-yl)-7-fluoro-N,1-dimethyl-1H-pyrazolo[4,3-c]-quinoline-8-carboxamide